tert-butyl 4-(4-bromo-2-(tert-butyldimethylsilyl) thiazol-5-yl)piperidine-1-carboxylate BrC=1N=C(SC1C1CCN(CC1)C(=O)OC(C)(C)C)[Si](C)(C)C(C)(C)C